1-Cyclopropyl-3-{2-(6-quinoxalinyl)-1,4-diazabicyclo[3.3.0]octa-2,4-dien-3-yl}-1H-pyrazole C1(CC1)N1N=C(C=C1)C1=C(N2CCCC2=N1)C=1C=C2N=CC=NC2=CC1